1-phenyl-3-trifluoromethyl-1H-pyrazol C1(=CC=CC=C1)N1N=C(C=C1)C(F)(F)F